CC1OC(CNC1)CNS(=O)(=O)C N-((6-Methylmorpholin-2-yl)methyl)methanesulfonamide